2-(1-((6-Chloropyridin-3-yl)methyl)-1H-pyrazole-4-carbonyl)-3-hydroxy-5,5-dimethylcyclohex-2-en-1-one ClC1=CC=C(C=N1)CN1N=CC(=C1)C(=O)C=1C(CC(CC1O)(C)C)=O